2-fluoro-5-((6-fluoro-4-((2-iodothiazol-4-yl)methyl)-1-tosyl-1H-indol-5-yl)oxy)benzimidamide FC1=C(C(N)=N)C=C(C=C1)OC=1C(=C2C=CN(C2=CC1F)S(=O)(=O)C1=CC=C(C)C=C1)CC=1N=C(SC1)I